Magnesium chromat [Cr](=O)(=O)([O-])[O-].[Mg+2]